FC(C[C@H](CO)NC1=NNC2=NC=CC(=C21)OC2=C(C=C(C=C2)NC(=O)C=2C(N(N=CC2)C2=CC=C(C=C2)F)=O)F)F (R)-N-(4-((3-((4,4-difluoro-1-hydroxy-butan-2-yl)amino)-1H-pyrazolo[3,4-b]-pyridin-4-yl)oxy)-3-fluorophenyl)-2-(4-fluorophenyl)-3-oxo-2,3-dihydropyridazine-4-carboxamide